The molecule is a sialotriaosylceramide that is ganglioside GM2 (18:0) in which the sialo residue is truncated at C-7. It derives from a ganglioside GM2 (18:0). CCCCCCCCCCCCCCCCCC(=O)N[C@@H](CO[C@H]1[C@@H]([C@H]([C@@H]([C@H](O1)CO)O[C@H]2[C@@H]([C@H]([C@H]([C@H](O2)CO)O[C@H]3[C@@H]([C@H]([C@H]([C@H](O3)CO)O)O)NC(=O)C)O[C@@]4(C[C@@H]([C@H]([C@@H](O4)CO)NC(=O)C)O)C(=O)O)O)O)O)[C@@H](/C=C/CCCCCCCCCCCCC)O